1,3,3,4,5,7-hexamethyloctahydrobenzo[c]isoxazole CN1OC(C2C1C(CC(C2C)C)C)(C)C